FC1(CCN(CCC1)C1=NC(=NC=C1C(=O)NC1=CC(=NC=C1)S(N)(=O)=O)C)F 4-(4,4-difluoroazepan-1-yl)-2-methyl-N-(2-sulfamoyl-pyridin-4-yl)pyrimidine-5-carboxamide